COC=1C=CC(=NC1)C(F)(F)F 5-methoxy-2-(trifluoromethyl)pyridin